[N+](=O)([O-])C1=CC=C(CN2N=CC(=C2)NC2=NC=C(C=N2)C(F)(F)F)C=C1 N-(1-(4-nitrobenzyl)-1H-pyrazol-4-yl)-5-(trifluoromethyl)pyrimidin-2-amine